C1(CCCCC1)NCCCCCCC(=O)NC1=CC(=CC=C1)N1C(NC(CC1)=O)=O 7-(cyclohexylamino)-N-(3-(2,4-dioxotetrahydropyrimidin-1(2H)-yl)phenyl)heptanamide